CSC=1C=C(C(=O)O)C=C(N1)SC 2,6-bis(methylthio)isonicotinic acid